C(C)(=O)C=1C=C(C=C2C(C=C(OC12)N1CCC(CC1)OC)=O)C 8-acetyl-2-(4-methoxy-1-piperidinyl)-6-methyl-chromen-4-one